(3R,4R)-rel-2-[3-(aminomethyl)piperidin-4-yl]-4,5-dichlorophenol NC[C@@H]1CNCC[C@H]1C1=C(C=C(C(=C1)Cl)Cl)O |o1:2,7|